C(C)OC(C1=NNC(C=2N1C1=C(C2)SC=C1)=O)OCC 5-(diethoxymethyl)thieno[2',3':4,5]pyrrolo[1,2-d][1,2,4]triazin-8(7H)-one